FC(C(=O)O)(F)F.FC(C(=O)O)(F)F.[C@H]12CNC[C@H](C(=C1)C#N)N2 (1R,5S)-3,8-diazabicyclo[3.2.1]oct-6-ene-6-carbonitrile bis(2,2,2-trifluoroacetate)